N-[[4-amino-2-[4-chloro-3-(trifluoromethyl)phenyl]pyrimidin-5-yl]methyl]-1-cyano-cyclopropanecarboxamide NC1=NC(=NC=C1CNC(=O)C1(CC1)C#N)C1=CC(=C(C=C1)Cl)C(F)(F)F